4-[(3S)-4,4-difluoro-1-[(1s)-1-[(1H-imidazol-4-yl)carbamoyl]ethyl]piperidin-3-yl]pyridin-1-ium-1-olate FC1([C@H](CN(CC1)[C@@H](C)C(NC=1N=CNC1)=O)C1=CC=[N+](C=C1)[O-])F